C(C)(C)(C)OC(=O)N1C(C2=NN(C(=C2C1)C1=C2C=CNC2=C(C=C1)F)C1=C(C=CC=C1CC)CC)(C)C 2-(2,6-diethylphenyl)-3-(7-fluoro-1H-indol-4-yl)-6,6-dimethyl-2,6-dihydropyrrolo[3,4-c]Pyrazole-5(4H)-carboxylic acid tert-butyl ester